N1CC(C1)C(O)C1=CC(=C(C(=C1)F)[C@H]1N([C@@H](CN2C1=CC=1C=CC=CC21)C)CC(CO[Si](C2=CC=CC=C2)(C2=CC=CC=C2)C(C)(C)C)(F)F)F azetidin-3-yl-[4-[(1R,3R)-2-[3-[tert-butyl-(diphenyl)silyl]oxy-2,2-difluoro-propyl]-3-methyl-3,4-dihydro-1H-pyrazino[1,2-a]indol-1-yl]-3,5-difluoro-phenyl]methanol